The molecule is a trimethoxyflavone that is quercetagetin methylated at positions 4', 6 and 7. It is a member of flavonols, a trihydroxyflavone and a trimethoxyflavone. It derives from a quercetagetin. COC1=C(C=C(C=C1)C2=C(C(=O)C3=C(C(=C(C=C3O2)OC)OC)O)O)O